COC1=CC=C(CN(C(=O)C2=NN3C(CNCCC3)=C2)CC2=CC=C(C=C2)OC)C=C1 N,N-bis(4-methoxybenzyl)-5,6,7,8-tetrahydro-4H-pyrazolo[1,5-a][1,4]diazepine-2-carboxamide